COC1=C(C2=CC=CC=C2C=C1)CCN1CCCC1 1-(2-(2-methoxynaphthalen-1-yl)ethyl)pyrrolidine